C(=C)[Si](OCCOC)(OCCOC)OCCOC vinyl-tri(methoxyethoxy)silane